2-(5-bromo-3-chloropyridin-2-yl)-4-methylmorpholine BrC=1C=C(C(=NC1)C1CN(CCO1)C)Cl